CC1(C2(OCCO2)CCC2(C1)OCCC2(O)C)C 6,6,12-trimethyl-1,4,9-trioxadispiro[4.2.48.25]tetradecan-12-ol